tert-butyl (2-(1-cyanonaphthalen-2-yl)ethyl)carbamate C(#N)C1=C(C=CC2=CC=CC=C12)CCNC(OC(C)(C)C)=O